1-(1Z-hexadecenyl)-2-eicosanoyl-glycero-3-phospho-(1'-sn-glycerol) CCCCCCCCCCCCCCCCCCCC(=O)O[C@H](CO/C=C\CCCCCCCCCCCCCC)COP(=O)(O)OC[C@H](CO)O